2-(5-phenylpentyl)benzimidazole C1(=CC=CC=C1)CCCCCC=1NC2=C(N1)C=CC=C2